C(C)(C)(C)OC(=O)NC12CCC(CC1)(CC2)[C@H](CC(=O)OCC)C ethyl (S)-3-{4-[(tert-butoxycarbonyl)amino]bicyclo[2.2.2]octan-1-yl}butyrate